tert-butyl (S)-(6,6-dimethyl-1-(methylamino)-1-oxoheptan-2-yl)carbamate CC(CCC[C@@H](C(=O)NC)NC(OC(C)(C)C)=O)(C)C